3-((3S,6S,12aS)-6-isobutyl-9-methoxy-1,4-dioxo-1,2,3,4,6,7,12,12a-octahydropyrazino[1',2':1,6]pyrido[3,4-b]indol-3-yl)-N-phenylpropanamide C(C(C)C)[C@@H]1N2[C@@H](CC3=C1NC=1C=C(C=CC31)OC)C(N[C@H](C2=O)CCC(=O)NC2=CC=CC=C2)=O